ClC1=CC=2C(=NC=C(C2)C2=CC=3N(C=C2)N=C(C3)NC(=O)[C@H]3[C@H](C3)F)N1 (1S,2S)-N-(5-(2-chloro-1H-pyrrolo[2,3-b]pyridin-5-yl)pyrazolo[1,5-a]pyridin-2-yl)-2-fluorocyclopropane-1-carboxamide